ClC1=C(C(=O)NC2[C@@H]3CN(C[C@H]23)C2=NC=C(C=C2)C=2C=3N(C=C(C2)C=2C=NN(C2)C)N=CC3C#N)C(=CC=C1)C 2-chloro-N-((1R,5S,6s)-3-(5-(3-cyano-6-(1-methyl-1H-pyrazol-4-yl)pyrazolo[1,5-a]pyridin-4-yl)pyridin-2-yl)-3-azabicyclo[3.1.0]hexan-6-yl)-6-methylbenzamide